OC(C=O)CCC alpha-Hydroxypentanal